O=C1N(CC2=CC(=CC=C12)OC1C(CCC1)N1CC(C1)C1=NC=C(C=C1)C(F)(F)F)C1C(NC(CC1)=O)=O 3-(1-oxo-5-((2-(3-(5-(trifluoro-methyl)pyridin-2-yl)azetidin-1-yl)cyclopentyl)oxy)isoindolin-2-yl)piperidine-2,6-dione